[Si](C1=CC=CC=C1)(C1=CC=CC=C1)(C(C)(C)C)OCC1CCC(N1)CN(C(OC(C)(C)C)=O)C tert-Butyl ((5-(((tert-butyldiphenylsilyl)oxy)methyl)pyrrolidin-2-yl)methyl)(methyl)carbamate